BrC=1N=CN(C1)CC(F)(F)F 4-bromo-1-(2,2,2-trifluoroethyl)imidazole